N[C@@H]1C2=CC=CC=C2CC12CCN(CC2)C=2NC(C1=C(N2)NN=C1C(=C)C1=CN=C(S1)C)=O (S)-6-(1-amino-1,3-dihydro-spiro[inden-2,4'-piperidin]-1'-yl)-3-(1-(2-methylthiazol-5-yl)vinyl)-1,5-dihydro-4H-pyrazolo[3,4-d]pyrimidin-4-one